ClC=1C=C(C=2C(N1)=CN(N2)C2CCN(CC2)C(=O)OC(C)(C)C)C tert-butyl 4-(5-chloro-7-methyl-pyrazolo[4,3-b]pyridin-2-yl)piperidine-1-carboxylate